N-(5-((5-Chloro-4-(((3R,3aR,6R,6aR)-6-hydroxyhexahydrofuro[3,2-b]furan-3-yl)oxy)pyrimidine-2-yl)amino)-4-methoxy-2-(4-(4-methylpiperazin-1-yl)piperidin-1-yl)phenyl)acrylamide ClC=1C(=NC(=NC1)NC=1C(=CC(=C(C1)NC(C=C)=O)N1CCC(CC1)N1CCN(CC1)C)OC)O[C@H]1[C@@H]2[C@H](OC1)[C@@H](CO2)O